Butyl acrylate (2-Ethylhexyl acrylate) C(C)C(CC(C(=O)O)=C)CCCC.C(C=C)(=O)OCCCC